O=C(C(=O)O)C(CO)O 2-oxo-3,4-dihydroxybutyric acid